1-benzyl-4-methylcyclohexane C(C1=CC=CC=C1)C1CCC(CC1)C